Pyrrolidinium hydroxide [OH-].[NH2+]1CCCC1